9,9'-(2,6-bis(3,6-diphenyl-9H-carbazol-9-yl)-4-phenylpyridine-3,5-diyl)bis(9H-carbazole-3,6-dicarbonitrile) C1(=CC=CC=C1)C=1C=CC=2N(C3=CC=C(C=C3C2C1)C1=CC=CC=C1)C1=NC(=C(C(=C1N1C2=CC=C(C=C2C=2C=C(C=CC12)C#N)C#N)C1=CC=CC=C1)N1C2=CC=C(C=C2C=2C=C(C=CC12)C#N)C#N)N1C2=CC=C(C=C2C=2C=C(C=CC12)C1=CC=CC=C1)C1=CC=CC=C1